3-(5-(2-(6-acetyl-2,6-diazaspiro[3.3]heptan-2-yl)acetyl)-2-isopropoxyphenyl)-2-((4-(2-(4-chlorophenoxy)acetyl)piperazin-1-yl)methyl)quinazolin-4(3H)-one C(C)(=O)N1CC2(CN(C2)CC(=O)C=2C=CC(=C(C2)N2C(=NC3=CC=CC=C3C2=O)CN2CCN(CC2)C(COC2=CC=C(C=C2)Cl)=O)OC(C)C)C1